1-(4-(3-isopropyl-2-(8-methyltetrazolo[1,5-a]pyridin-6-yl)-1H-indol-5-yl)piperidin-1-yl)-2-(2-oxa-6-azaspiro[3.3]hept-6-yl)ethan-1-one C(C)(C)C1=C(NC2=CC=C(C=C12)C1CCN(CC1)C(CN1CC2(COC2)C1)=O)C=1C=C(C=2N(C1)N=NN2)C